FC(C(O)C=1N=CNC1)(F)F 2,2,2-Trifluoro-1-(1H-imidazol-4-yl)ethan-1-ol